(4-cyclopropyl-6-methoxypyrimidin-5-yl)-4-(4-(1-methyl-4-(trifluoromethyl)-1H-imidazol-2-yl)benzyl)benzo[d]oxazole C1(CC1)C1=NC=NC(=C1C=1OC2=C(N1)C(=CC=C2)CC2=CC=C(C=C2)C=2N(C=C(N2)C(F)(F)F)C)OC